N1C(NC2=C1C=CC=C2)=S 1,3-dihydro-2H-benzimidazole-2-thione